(2S)-2-AMINO-2-(6-FORMYL(2-PYRIDYL))PROPANOIC ACID N[C@@](C(=O)O)(C)C1=NC(=CC=C1)C=O